CC1=CC=C(C=C1)C(CCCCCCC)=O 1-methyl-4-n-octanoyl-benzene